CC1(CC(C23C1CCC(CCC2)(C3)C)OCCCC)C ((1,1,7-trimethyldecahydro-3a,7-methanocyclopenta[8]annulen-3-yl)oxy)butan